FC1=CC=C(C=C1)C=1C=C2C(=NC1)SC(=C2)C(=O)NC2=CC(=NN2C)C2=C(C=CC=C2)C 5-(4-fluorophenyl)-N-(1-methyl-3-(o-tolyl)-1H-pyrazol-5-yl)thieno[2,3-b]pyridine-2-carboxamide